C12COCC(CC1)N2S(=O)(=O)NC(=O)C2=CC(=C(C(=O)O)C=C2N(C)C)F 4-(((3-oxa-8-azabicyclo[3.2.1]octan-8-yl)sulfonyl)carbamoyl)-5-(dimethylamino)-2-fluorobenzoic acid